C1(CC1)C=1C=NN(C1CO[C@H]1[C@@H]2CN([C@H](C1)C2)C2=CC=C(C(=O)NS(=O)(=O)C1COCC1)C=C2)C2=C(C=CC=C2Cl)Cl 4-((1S,4S,5R)-5-((4-Cyclopropyl-1-(2,6-dichlorophenyl)-1H-pyrazol-5-yl)methoxy)-2-azabicyclo[2.2.1]heptan-2-yl)-N-((tetrahydrofuran-3-yl)sulfonyl)benzamid